The molecule is a dipeptide obtained by formal condensation of the carboxy group of L-proline with the amino group of L-methionine. It derives from a L-proline and a L-methionine. CSCC[C@@H](C(=O)O)NC(=O)[C@@H]1CCCN1